2-(difluoromethoxy)-3,4,5,6-tetrafluoro-N-(3-fluoro-4-methoxyphenyl)benzenesulfonamide FC(OC1=C(C(=C(C(=C1F)F)F)F)S(=O)(=O)NC1=CC(=C(C=C1)OC)F)F